Cl.NC1=NNC=C1 aminopyrazole HCl